2-(3-chloro-4-aminophenyl)-6-methylbenzothiazole-7-sulfonic acid ClC=1C=C(C=CC1N)C=1SC2=C(N1)C=CC(=C2S(=O)(=O)O)C